L-arginine-15N4 HCl Cl.[15NH2][C@@H](CCC[15NH]C([15NH2])=[15NH])C(=O)O